BrC=1C=C2CCCN3C2=C(C1)CCC3=O 9-bromo-2,3,6,7-tetrahydro-1H,5H-pyrido[3,2,1-ij]quinoline-5-one